(3aR,5s,6aS)-2-((tetrahydro-2H-pyran-4-yl)methyl-d2)-N-(6-(2-(trifluoromethyl)pyridin-3-yl)pyridazin-3-yl)octahydrocyclopenta[c]pyrrol-5-amine O1CCC(CC1)C(N1C[C@@H]2[C@H](C1)CC(C2)NC=2N=NC(=CC2)C=2C(=NC=CC2)C(F)(F)F)([2H])[2H]